C(C)(C)OC1=C(C=C(C=C1)C1=CC=C(S1)CC=1C(=NC2=CC=CC=C2N1)C(=O)N)C ((5-(4-isopropoxy-3-methylphenyl)thiophen-2-yl)methyl)quinoxaline-2-carboxamide